1-(3-bromopyridin-2-yl)piperidine-4-carboxylic acid BrC=1C(=NC=CC1)N1CCC(CC1)C(=O)O